(2-methyltetrahydro-1H-pyrrolizin-7a(5H)-yl)methanol CC1CC2(CCCN2C1)CO